2,3-dihydrobenzo[g]chromen-4-one O1CCC(C2=CC3=C(C=C12)C=CC=C3)=O